8-(2-hexyldecyl) octanedioate C(CCCCCCC(=O)OCC(CCCCCCCC)CCCCCC)(=O)[O-]